(1S,2S)-2-{3,6-diazabicyclo[3.1.1]heptan-3-ylmethyl}-N-[2-(2,4-dimethoxypyridin-3-yl)-1-methylpyrrolo[2,3-c]pyridin-5-yl]cyclopropane-1-carboxamide C12CN(CC(N1)C2)C[C@@H]2[C@H](C2)C(=O)NC=2C=C1C(=CN2)N(C(=C1)C=1C(=NC=CC1OC)OC)C